(dimethylaminopropyl)-hexahydrotriazine CN(C)CCCN1NNCCC1